(DIETHYLAMINO)(OXO)ACETIC ACID C(C)N(CC)C(C(=O)O)=O